N(C(=N)N)C(C(C(=O)O)=O)CC guanidino-α-ketopentanoic acid